CN(S(=O)(=O)C1=CC(=C(C=C1)C=1SC=CC1)/C(/C)=N/NC1=CC=CC=C1)C (E)-N,N-dimethyl-3-(1-(2-phenylhydrazineylidene)ethyl)-4-(thiophen-2-yl)benzenesulfonamide